hexafluoro-azabenzotriazole FC=1N(C2(C(N(N(N2F)F)F)=CC1)F)F